N-([1,1'-biphenyl]-4-yl)-2-(2-(cyclopropanesulfonamido)thiazol-4-yl)-2,2-difluoroacetamide C1(=CC=C(C=C1)NC(C(F)(F)C=1N=C(SC1)NS(=O)(=O)C1CC1)=O)C1=CC=CC=C1